(2-chloro-6-fluorophenyl)bis(2,3,5,6-tetrafluorophenyl)borane ClC1=C(C(=CC=C1)F)B(C1=C(C(=CC(=C1F)F)F)F)C1=C(C(=CC(=C1F)F)F)F